COCCOCCN(CCOCCOC)CCOCCOC tris-[2-(2-methoxyethoxy)ethyl]amine